CC=1N=C(NC1)CCCCCC methyl-hexyl-imidazole